Perfluorophenyl 7-chloro-7-oxoheptanoate ClC(CCCCCC(=O)OC1=C(C(=C(C(=C1F)F)F)F)F)=O